P(=O)(O)(O)O phosphonoalcohol